O1C(CCCC1)OCC1N(CCC1)C(=O)[O-] 2-(tetrahydropyran-2-yloxymethyl)pyrrolidine-1-carboxylate